3-isopropyl-6-(2-thienyl)chromone C(C)(C)C1=COC2=CC=C(C=C2C1=O)C=1SC=CC1